5-(cyclopent-1-en-1-yl)-3-methylpyridin-2-amine C1(=CCCC1)C=1C=C(C(=NC1)N)C